CC(C(=O)O)(CNC(=O)OC(C)(C)C)C 2,2-dimethyl-3-(Boc-amino)propionic acid